BrC=1C=C(C=CC1)S(=O)(=NC1=NN=NN1C(C1=CC=CC=C1)(C1=CC=CC=C1)C1=CC=CC=C1)C (3-Bromophenyl)(methyl)((1-trityl-1H-tetrazol-5-yl)imino)-λ6-sulfanone